3-(3-(4-(4-methoxybenzyl)piperazin-1-yl)propyl)-1(3H)-isobenzofuranone COC1=CC=C(CN2CCN(CC2)CCCC2OC(C3=CC=CC=C23)=O)C=C1